tert-butyl 4-(5-bromo-2-oxobenzo[d]oxazol-3(2H)-yl)-3,3-difluoropiperidine-1-carboxylate BrC=1C=CC2=C(N(C(O2)=O)C2C(CN(CC2)C(=O)OC(C)(C)C)(F)F)C1